N-[(1S,3R)-3-(3-isopropoxy-1,2,4-triazol-1-yl)cyclohexyl]-4-(oxetan-3-yloxy)-5-(trifluoromethyl)pyrimidin-2-amine C(C)(C)OC1=NN(C=N1)[C@H]1C[C@H](CCC1)NC1=NC=C(C(=N1)OC1COC1)C(F)(F)F